3-(3-hydroxybenzyl)-2-methyl-6-(1-(tetrahydro-2H-pyran-2-yl)-1H-pyrazol-4-yl)quinazolin-4(3H)-one OC=1C=C(CN2C(=NC3=CC=C(C=C3C2=O)C=2C=NN(C2)C2OCCCC2)C)C=CC1